methyl 4-[2-(N-(3,3-difluorocyclohexyl)anilino)-2-oxo-ethyl]-1-(6-fluoroindoline-1-carbonyl)piperidine-4-carboxylate FC1(CC(CCC1)N(C1=CC=CC=C1)C(CC1(CCN(CC1)C(=O)N1CCC2=CC=C(C=C12)F)C(=O)OC)=O)F